CC1CN(CCN1C)C(=O)C=1C(=C(C(=CC1)OC)S(=O)(=O)N)OC (3,4-dimethylpiperazine-1-carbonyl)-2,6-dimethoxybenzenesulfonamide